FC1(N(C(C(C(C1(F)F)(F)F)(F)F)(F)F)C(F)(F)F)F perfluoro-N-methyl-piperidine